BrC1=CC=C(C=C1)S(=O)(=O)C=1N=C(OC1C(F)(F)F)C(F)(F)F 4-(4'-bromobenzenesulfonyl)-2,5-bis(trifluoromethyl)oxazole